C(C)(C)(C)OC(=O)N1CCN(CC1)C=1C=C2C(=CC(=NC2=C(C1)F)C(C)C)N(C)C=1SC(=C(N1)C1CCOCC1)C#N 4-(4-((5-cyano-4-(tetrahydro-2H-pyran-4-yl)thiazol-2-yl)(methyl)amino)-8-fluoro-2-isopropylquinolin-6-yl)piperazine-1-carboxylic acid tert-butyl ester